ClC=1C(=C(C=CC1)C=1N(C(=C(N1)C)C(=O)O)O)F 2-(3-chloro-2-fluorophenyl)-1-hydroxy-4-methyl-1H-imidazole-5-carboxylic acid